C(C)[Bi]1N[Bi](N[Bi](N1)CC)CC 2,4,6-triethyl-1,3,5,2,4,6-triazatribismane